N-(4-((2-fluoro-3-methyl-4-(4-methylpiperidin-1-yl)phenyl)amino)benzyl)-5-oxopyrrolidine-3-carboxamide FC1=C(C=CC(=C1C)N1CCC(CC1)C)NC1=CC=C(CNC(=O)C2CNC(C2)=O)C=C1